FC=1C(=NC(N([C@H]2[C@H](O)[C@H](O)[C@@H](CO)O2)C1)=O)NC(CCC1=CNC2=CC=CC=C12)=O 5-fluoro-N4-((1H-indol-3-yl)propionyl)-cytidine